N4-(4-aminophenyl)-5-fluoro-N2-[4-(2-methoxyethoxy)phenyl]pyrimidine-2,4-diamine NC1=CC=C(C=C1)NC1=NC(=NC=C1F)NC1=CC=C(C=C1)OCCOC